3-((R)-2-(2-(4-bromobenzoyl)-1,2,3,4-tetrahydroisoquinoline-6-carboxamido)-1-hydroxyethyl)-7-hydroxy-3,4-dihydroisoquinoline BrC1=CC=C(C(=O)N2CC3=CC=C(C=C3CC2)C(=O)NC[C@@H](O)C2N=CC3=CC(=CC=C3C2)O)C=C1